C(C)(C)N(P(O[C@@H]1[C@H](O[C@H](C1)N1C(N(CCC1)C(C1=CC=CC=C1)=O)=O)COC(C1=CC=CC=C1)(C1=CC=C(C=C1)OC)C1=CC=C(C=C1)OC)OCCC#N)C(C)C (2R,3S,5R)-5-(3-benzoyl-2-oxotetrahydropyrimidin-1(2H)-yl)-2-((bis(4-methoxyphenyl)(phenyl)methoxy)methyl)tetrahydrofuran-3-yl (2-cyanoethyl) diisopropylphosphoramidite